1-(fluoromethyl)pyridin-2(1H)-one FCN1C(C=CC=C1)=O